CO[Si](CCCSSCCC[Si](OC)(OC)OC)(OC)OC bis[3-(trimethoxysilyl) propyl] disulfide